C1(=CC=C(C=C1)CO)CO para-xylylene alcohol